N-(6-((4-Methanesulfonylphenyl)sulfonamido)benzo[d]thiazol-2-yl)furan-2-carboxamide CS(=O)(=O)C1=CC=C(C=C1)S(=O)(=O)NC1=CC2=C(N=C(S2)NC(=O)C=2OC=CC2)C=C1